1,3,6,7-tetramethylbenzimidazolium C[N+]1=CN(C2=C1C(=C(C=C2)C)C)C